2-((2S)-1-propenoyl-4-(5-fluoro-4-methyl-2'-(((S)-1-methylpyrrolidin-2-yl)methoxy)-5',8'-dihydro-2H,6'H-spiro[naphthalene-1,7'-quinazolin]-4'-yl)piperazin-2-yl)acetonitrile C(C=C)(=O)N1[C@H](CN(CC1)C1=NC(=NC=2CC3(CCC12)CC=C(C1=C(C=CC=C13)F)C)OC[C@H]1N(CCC1)C)CC#N